ClC1=NN(C2=CC=C(C=C12)COC1=CC=C2C=C(COC2=C1)C=O)CC1CC1 7-(3-chloro-1-cyclopropylmethyl-1H-indazol-5-ylmethoxy)-2H-chromene-3-carbaldehyde